O=C1C=CNC=C1 4-oxo-1,4-dihydropyridin